1-((3-fluoropyridin-4-yl)methyl)-3,4-dimethyl-2-oxo-N-(2,4,6-trifluorobenzyl)-1,2,3,4-tetrahydroquinazoline-7-carboxamide FC=1C=NC=CC1CN1C(N(C(C2=CC=C(C=C12)C(=O)NCC1=C(C=C(C=C1F)F)F)C)C)=O